sodium L-(+)-tartrate dihydrate O.O.C(=O)([O-])[C@H](O)[C@@H](O)C(=O)[O-].[Na+].[Na+]